2,2-bis(3,5-diamino-4-hydroxyphenyl)propane NC=1C=C(C=C(C1O)N)C(C)(C)C1=CC(=C(C(=C1)N)O)N